(3S)-N-(diamino-hydroxy-oxo-λ6-sulfanyl)-1-[2-[6-(difluoromethyl)imidazo[1,2-a]pyrazin-3-yl]pyrimidin-4-yl]piperidin-3-amine NS(N[C@@H]1CN(CCC1)C1=NC(=NC=C1)C1=CN=C2N1C=C(N=C2)C(F)F)(=O)(O)N